BrC=1C=NC(=C(C(=O)NCCNC)C1)Cl 5-Bromo-2-chloro-N-(2-(methylamino)ethyl)nicotinamide